C(C)(C)(C)OC(=O)N1C[C@@H]([C@@H](C1)COC)N.C(C)OS(=O)(=O)[O-].C(C)[N+]1=CC(=CC=C1)CO 1-ethyl-3-(hydroxymethyl)Pyridinium ethyl-sulfate Tert-butyl-(3R,4R)-3-amino-4-(methoxymethyl)pyrrolidine-1-carboxylate